FC(S(=O)(=O)NS(=O)(=O)C(F)(F)F)(F)F.OCC[N+](C)(C)C 2-hydroxy-N,N,N-trimethylethylammonium 1,1,1-trifluoro-N-[(trifluoromethyl)sulfonyl]methanesulfonamide salt